(R)-γ-dodecanolactone C1(C[C@@H](CCCCCCCCC)O1)=O